3-fluoro-N-(2-fluoro-3-(3-(piperazin-1-yl)quinoxaline-6-carbonyl)phenyl)benzamide FC=1C=C(C(=O)NC2=C(C(=CC=C2)C(=O)C=2C=C3N=C(C=NC3=CC2)N2CCNCC2)F)C=CC1